ClC1=CC(=CC(=N1)C1C=C2C=CN=C2C(C1)C1=NC=CC=C1)C1=NC=CC=C1 5-(6'-chloro-[2,4'-bipyridyl]-2'-yl)-7-(pyridin-2-yl)-5,7-dihydroindole